tert-butyl (4R)-4-{(2E)-[2-(1,1-dioxido-2,3-dihydro-1,4-benzothiazepin-4(5H)-yl)-6-methylquinolin-4-yl]-vinyl}-2,2-dimethyl-1,3-oxazolidine-3-carboxylate O=S1(CCN(CC2=C1C=CC=C2)C2=NC1=CC=C(C=C1C(=C2)/C=C/[C@H]2N(C(OC2)(C)C)C(=O)OC(C)(C)C)C)=O